FC1=C(C(=C(C(=C1[B-](C1=C(C(=C(C(=C1F)F)F)F)F)(C1=C(C(=C(C(=C1F)F)F)F)F)C1=C(C(=C(C(=C1F)F)F)F)F)F)F)F)F.C(CC)[NH2+]CCC di(1-propyl)ammonium tetrakis(pentafluorophenyl)borate